C1(CC1)C=1C=CC(=NC1)NC=1C=C(C=CC1)N(C(=O)C12CC(C1)(C2)F)CC21CCC(CC2)(CC1)C1=NC=C(C=C1)C(F)(F)F N-(3-((5-cyclopropylpyridin-2-yl)amino)phenyl)-3-fluoro-N-((4-(5-(trifluoromethyl)pyridin-2-yl)bicyclo[2.2.2]octan-1-yl)methyl)bicyclo[1.1.1]pentane-1-carboxamide